FC1=C(C(=C(C(=C1F)F)F)F)[B-](C1=C(C(=C(C(=C1F)F)F)F)F)(C1=C(C(=C(C(=C1F)F)F)F)F)C1=C(C(=C(C(=C1F)F)F)F)F.C1(=CC=CC=C1)[I+]C1=CC=CC=C1 diphenyliodonium tetrakis(perfluorophenyl)borate